CC(CCC)C=1C=2CC[C@H]3N(C2N=CC1)CCNC3 (6aR)-4-(pentan-2-yl)-6,6a,7,8,9,10-hexahydro-5H-pyrazino[1,2-a][1,8]naphthyridine